Cl.NC[C@]1(C(NC(N1)=O)=O)C=1N=C(SC1C)C(F)(F)F |r| rac-5-(aminomethyl)-5-[5-methyl-2-(trifluoromethyl)-1,3-thiazol-4-yl]imidazolidine-2,4-dione hydrochloride